(2s,4r)-1-((S)-2-(6-aminocaproylamino)-3,3-dimethylbutyryl)-4-hydroxy-N-((S)-1-(4-(4-methylthiazol-5-yl)phenyl)ethyl)pyrrolidine-2-carboxamide NCCCCCC(=O)N[C@H](C(=O)N1[C@@H](C[C@H](C1)O)C(=O)N[C@@H](C)C1=CC=C(C=C1)C1=C(N=CS1)C)C(C)(C)C